OF.[Co].[Ni] nickel cobalt hydroxyfluoride